C(CCCCCCC)(=O)[Si](OC)(OC)OC caprylyltrimethoxysilane